CC=1C=C(CN2CC=3C(N(C=4N(C3CC2)C=CN4)CC4=CC=C(C=C4)C(F)(F)F)=O)C=CC1 7-(3-methylbenzyl)-4-(4-trifluoromethylbenzyl)-6,7,8,9-tetrahydroimidazo[1,2-a]pyrido[3,4-e]pyrimidine-5(4H)-one